2-(1-cyclohexylethyl)-10H-phenothiazine C1(CCCCC1)C(C)C1=CC=2NC3=CC=CC=C3SC2C=C1